[Na+].P(=O)([O-])([O-])OC1=C(C=C(C=C1C(C)(C)C)C(C)(C)C)CC1=C(C(=CC(=C1)C(C)(C)C)C(C)(C)C)O.[Na+] 2,2'-methylene-bis(4,6-di-tert-butylphenol) phosphate sodium salt